1-(Bis(4-fluorophenyl)methyl)-4-(3,6-dicyano-1-methyl-2-oxo-1,2-dihydro-1,5-naphthyridin-4-yl)piperazin FC1=CC=C(C=C1)C(N1CCN(CC1)C1=C(C(N(C2=CC=C(N=C12)C#N)C)=O)C#N)C1=CC=C(C=C1)F